Sodium benzoate C(C1=CC=CC=C1)(=O)[O-].[Na+]